N-(4-amino-5-(2,2-dimethyl-2,3-dihydro-[1,4]dioxino[2,3-b]pyridin-6-yl)pyridin-2-yl)acetamide NC1=CC(=NC=C1C1=CC=C2C(=N1)OCC(O2)(C)C)NC(C)=O